4-[3-(3-fluoro-5-methyl-4-pyridinyl)-1-methyl-pyrazol-4-yl]-6-methyl-1H-pyrazolo[3,4-b]pyridine FC=1C=NC=C(C1C1=NN(C=C1C1=C2C(=NC(=C1)C)NN=C2)C)C